2-(3-phenoxypropyl)-7-(1H-pyrazol-3-yl)-2H-pyrazolo[3,4-c]Quinolin-4-amine O(C1=CC=CC=C1)CCCN1N=C2C(=NC=3C=C(C=CC3C2=C1)C1=NNC=C1)N